ClC=1C=C(C=C(C1)Cl)C1(CC1)C1=NOC(=N1)CC(C(=O)OC(C)(C)C)P(=O)(OCC)OCC tert-butyl 3-(3-(1-(3,5-dichlorophenyl)cyclopropyl)-1,2,4-oxadiazol-5-yl)-2-(diethoxyphosphoryl)propanoate